S(=O)(=O)(O)CC.N[C@@H]([C@@H](C)CC)C(=O)OCCCCCCCCCCCCCCCCCCCCCC behenyl isoleucinate esylate